Di-octanoyl carbonate C(OC(CCCCCCC)=O)(OC(CCCCCCC)=O)=O